2-((1r,2s)-1-(2-chlorophenyl)-1-(3-methyl-1H-pyrazol-1-yl)propan-2-yl)-5-hydroxy-N-(isoxazol-4-yl)-1-methyl-6-oxo-1,6-dihydropyrimidine-4-carboxamide ClC1=C(C=CC=C1)[C@@H]([C@H](C)C=1N(C(C(=C(N1)C(=O)NC=1C=NOC1)O)=O)C)N1N=C(C=C1)C